4-[1-(2,5-dimethyl-3-furanyl)ethylidene]dihydro-2,5-furandione CC=1OC(=CC1C(C)=C1CC(OC1=O)=O)C